6-butyl-3-((4-(2-fluoro-3-methylpyridin-4-yl)phenyl)sulfonyl)-5-(2-phenylpiperidin-1-yl)pyridine-2,4-diol C(CCC)C1=C(C(=C(C(=N1)O)S(=O)(=O)C1=CC=C(C=C1)C1=C(C(=NC=C1)F)C)O)N1C(CCCC1)C1=CC=CC=C1